2,2-dimethyl-1-(2-nitrophenyl)propyl 2-bromoacetate BrCC(=O)OC(C(C)(C)C)C1=C(C=CC=C1)[N+](=O)[O-]